OC(C(CO)CC)O 2-bishydroxymethylbutanol